CN1N=NN=C1SC1=NC2=CC=C(C=C2N=C1SC1=NN=NN1C)[N+](=O)[O-] 2,3-Bis((1-methyltetrazol-5-yl)thio)-6-nitroquinoxaline